OCC(CNC(OC(C)(C)C)=O)(CCCCCCCC\C=C/C\C=C/CCCCC)CCCCCCCC\C=C/C\C=C/CCCCC tert-Butyl ((11Z,14Z)-2-(hydroxymethyl)-2-((9Z,12Z)-octadeca-9,12-dien-1-yl)icosa-11,14-dien-1-yl)carbamate